5-((4-(2-(2-naphthoxy)ethyl)piperazin-1-yl)sulfonyl)indoline-2,3-dione C1=C(C=CC2=CC=CC=C12)OCCN1CCN(CC1)S(=O)(=O)C=1C=C2C(C(NC2=CC1)=O)=O